COC1=CC2=C(CCN(CC2)CC2=CC=C(C(=O)NO)C=C2)C=C1 4-((7-methoxy-1,2,4,5-tetrahydro-3H-benzo[d]azepin-3-yl)methyl)-N-hydroxybenzamide